4-({[2-(2,6-dioxopiperidin-3-yl)-1,3-dioxo-2,3-dihydro-1H-isoindol-4-yl]amino}methyl)benzoic acid O=C1NC(CCC1N1C(C2=CC=CC(=C2C1=O)NCC1=CC=C(C(=O)O)C=C1)=O)=O